1-Hexdecene C=CCCCCCCCCCCCCCC